(R)-1-(7-(8-ethynyl-7-fluoro-3-hydroxynaphthalen-1-yl)-8-fluoro-2-(((2R,7aS)-2-fluorohexahydro-1H-pyrrolizin-7a-yl)methoxy)pyrido[4,3-d]pyrimidin-4-yl)-3-methylpiperidin C(#C)C=1C(=CC=C2C=C(C=C(C12)C1=C(C=2N=C(N=C(C2C=N1)N1C[C@@H](CCC1)C)OC[C@]12CCCN2C[C@@H](C1)F)F)O)F